4-(2-chlorophenyl)-4-oxobutanenitrile ClC1=C(C=CC=C1)C(CCC#N)=O